NC1=NC=2C=CC(=CC2C2=C1C=NN2C)C(=O)N(CC)CC2=NC=C(C=C2)Br 4-amino-N-((5-bromopyridin-2-yl)methyl)-N-ethyl-1-methyl-1H-pyrazolo[4,3-c]quinoline-8-carboxamide